alpha-(6-methoxy-2-naphthyl)ethanol COC=1C=C2C=CC(=CC2=CC1)C(C)O